COC(=O)C1=CC=C(C(=O)NC=2C3=C(N(N2)C(=O)OCC)C(N(C3)C(=O)OC(C)(C)C)(C)C)C=C1 5-(tert-butyl) 1-ethyl 3-(4-(methoxycarbonyl) benzamido)-6,6-dimethyl-4,6-dihydropyrrolo[3,4-c]pyrazole-1,5-dicarboxylate